N,N-dimethyl-2,2-dimethylpentanamide CN(C(C(CCC)(C)C)=O)C